3-(4-Chlorophenyl)-N-(4-methyl-3-(pyridin-4-yl)-1H-pyrazol-5-yl)-N-propionylpropanamide ClC1=CC=C(C=C1)CCC(=O)N(C(CC)=O)C1=C(C(=NN1)C1=CC=NC=C1)C